(E)-N-cyclopentyl-N'-cyclohexylhex-3-enediamide C1(CCCC1)NC(C\C=C\CC(=O)NC1CCCCC1)=O